ClC1=CC=C(CN2C(=C(C3=CC(=CC=C23)C(C)C)SCC(C)(C)C)CC(C(=O)OCC)(C)C)C=C1 ethyl 3-(1-(4-chlorobenzyl)-5-isopropyl-3-(neopentylthio)-1H-indol-2-yl)-2,2-dimethylpropionate